(E)-1-methyl-8-(3-chlorobenzylidene)-7,8-dihydro-1H-pyrazolo[3,4-d]pyrrolo[1,2-a]pyrimidin-4(6H)-one CN1N=CC2=C1N=C/1N(C2=O)CC\C1=C/C1=CC(=CC=C1)Cl